C1(=CC=CC=C1)C=1C(=C2C(=CC1)N=C1C=CC3=C4C=CC=CC4=NC3=C12)C1=CC=C(C=C1)C1=CC=C(C=C1)C1=C2C(=CC=C1C1=CC=CC=C1)N=C1C=CC3=C4C=CC=CC4=NC3=C12 Bis(phenylindolocarbazolyl)biphenyl